COC(=O)C=1C(=CC=2N(C1)C(=CN2)I)Cl 7-chloro-3-iodo-imidazo[1,2-a]pyridine-6-carboxylic acid methyl ester